ClC=1C(=C(CNC(CC(C(=O)N[C@@H]2C[C@@H](C2)O)N2NC3=CC=CC=C3C2C(=O)N)=O)C=CC1)F 2-((2-((3-chloro-2-fluorobenzyl)amino)-2-oxoethyl)((cis-3-hydroxycyclobutyl)amino)-2-oxoethyl)-1H-indazole-3-carboxamide